C1(CCCC1)NC1=CC=C(C=C1)[C@@H]1N(CCC[C@@H]1C(=O)OCC)C(C1=C(C=CC=C1C([2H])([2H])[2H])F)=O ethyl (2R,3S)-2-(4-(cyclopentylamino)phenyl)-1-(2-fluoro-6-(methyl-d3)benzoyl)piperidine-3-carboxylate